(S)-1-(2-((tert-Butoxycarbonyl)amino)propyl)-4-methyl-1H-pyrrole-3-carboxylic acid ethyl ester C(C)OC(=O)C1=CN(C=C1C)C[C@H](C)NC(=O)OC(C)(C)C